N-(3-nitrobenzyl)-5-(p-tolyl)-1H-pyrazole-3-carboxamide [N+](=O)([O-])C=1C=C(CNC(=O)C2=NNC(=C2)C2=CC=C(C=C2)C)C=CC1